ditolyl-ammonium maleate C(\C=C/C(=O)[O-])(=O)[O-].C1(=C(C=CC=C1)[NH2+]C1=C(C=CC=C1)C)C.C1(=C(C=CC=C1)[NH2+]C1=C(C=CC=C1)C)C